1-Boc-[4-(4-trifluoromethoxyphenoxy)]piperidine methyl-4-(2-fluoro-5-methoxy-4-pyridyl)-6-methyl-pyridine-3-carboxylate COC(=O)C=1C=NC(=CC1C1=CC(=NC=C1OC)F)C.C(=O)(OC(C)(C)C)N1CCC(CC1)OC1=CC=C(C=C1)OC(F)(F)F